5-(4-methylphenyl)-2,4-pentadienoate CC1=CC=C(C=C1)C=CC=CC(=O)[O-]